(Dimethylamino)-6-[(4-hydroxybenzyl)amino]-9-(tetrahydro-2H-pyran-2-yl)-9H-purine CN(C)C1=NC(=C2N=CN(C2=N1)C1OCCCC1)NCC1=CC=C(C=C1)O